FC=1C=C2C(=C(N(C2=CC1)C1CCN(CC1)[C@@H]1CC[C@@H](CC1)C(C)C)CNC(OCC1=CC=CC=C1)=O)C=NO benzyl ((5-fluoro-3-((hydroxyimino) methyl)-1-(1-(cis-4-isopropylcyclohexyl) piperidin-4-yl)-1H-indol-2-yl)methyl)carbamate